2-(methylthio)-2,4,6-cycloheptatriene-1-thione CSC=1C(C=CC=CC1)=S